C(C)(C)(C)[Si](OCC=1C2=C(C(=NC1)C)CC(C2)CO)(C2=CC=CC=C2)C2=CC=CC=C2 [4-[[tert-butyl-(diphenyl)silyl]oxymethyl]-1-methyl-6,7-dihydro-5H-cyclopenta[c]pyridin-6-yl]methanol